OC1=C(CN2CC(CCC2)CN)C=CC=C1 N-(o-hydroxybenzyl)-3-aminomethyl-piperidine